4-((1R,5S)-3,8-diaza-bicyclo[3.2.1]octan-3-yl)-7-(5-chloroquinolin-4-yl)-6,8-difluoro-2-(((2R,7aS)-2-fluoro-tetrahydro-1H-pyrrolizin-7a(5H)-yl)meth-oxy)quinazoline [C@H]12CN(C[C@H](CC1)N2)C2=NC(=NC1=C(C(=C(C=C21)F)C2=CC=NC1=CC=CC(=C21)Cl)F)OC[C@]21CCCN1C[C@@H](C2)F